2-(1-(3,3-dimethylcyclopentyl) ethoxy)-2-methylpropyl propionate C(CC)(=O)OCC(C)(C)OC(C)C1CC(CC1)(C)C